C(C)(=O)OC1(CCC(CC1)C(C)C)C Trans-4-isopropyl-1-methylcyclohexyl acetate